CN(C=1C2=C(N=C(N1)N1CC(C1)OC(C1=CC(=CC=C1)C)=O)CC[S+]2[O-])C2CCOCC2 [1-[4-[Methyl(tetrahydropyran-4-yl)amino]-5-oxido-6,7-dihydrothieno[3,2-d]pyrimidin-5-ium-2-yl]azetidin-3-yl]-3-methylbenzoat